CC=1N=C2N(N=C(C=C2C)C=2N=C3C(=NC2)N=C(S3)N(C3CC(NC(C3)(C)C)(C)C)C)C1 6-(2,8-Dimethylimidazo[1,2-b]pyridazin-6-yl)-N-methyl-N-(2,2,6,6-tetramethylpiperidin-4-yl)[1,3]thiazolo[4,5-b]pyrazin-2-amin